dimethoxyheptyloxy octyloxymethyl ether C(CCCCCCC)OCOOCCCCCCC(OC)OC